FC(S(=O)(=O)OC1=NC(=NC(=C1)CCl)C1=CC=C2C(=N1)C=C(N2COCC[Si](C)(C)C)CN(C)C(=O)OC(C)(C)C)(F)F 2-(2-(((tert-butoxycarbonyl)(methyl)amino)methyl)-1-((2-(trimethylsilyl)ethoxy)methyl)-1H-pyrrolo[3,2-b]pyridin-5-yl)-6-(chloromethyl)pyrimidin-4-yl trifluoromethanesulfonate